4-chloro-1-((3,3-difluorocyclopentyl)methyl)-3-(1,1-difluoroethyl)-1H-pyrazole-5-carboxylic acid ClC=1C(=NN(C1C(=O)O)CC1CC(CC1)(F)F)C(C)(F)F